NC1=NC=2C=CC(=CC2C2=C1C=NN2CC)C(=O)N(OC)CC2=CC=C(C=C2)C#N 4-amino-N-(4-cyanobenzyl)-1-ethyl-N-methoxy-1H-pyrazolo[4,3-c]quinoline-8-carboxamide